1,3-di(4-piperidinyl)pentane N1CCC(CC1)CCC(CC)C1CCNCC1